O=C1OC(CC1C1CC2C(C3=CC=CC=C13)C(=O)OC2=O)=O 4-(2,5-dioxotetrahydrofuran-3-yl)tetrahydronaphthalene-1,2-dicarboxylic anhydride